(2-chloropyridin-3-yl)(3,5-dichloropyrazin-2-yl)methanol methyl-5-(2-amino-[1,2,4]triazolo[1,5-a]pyridin-7-yl)-2,4-dimethylbenzoate CC=1C(=C(C(=O)OC(C2=NC=C(N=C2Cl)Cl)C=2C(=NC=CC2)Cl)C=C(C1C)C1=CC=2N(C=C1)N=C(N2)N)C